chloro-(2,6-dimethoxybiphenyl) ClC=1C(=C(C(=CC1)OC)C1=CC=CC=C1)OC